S1C(=NC2=C1C=CC=C2)NC(=O)C=2C=CC=C1CCN(CC21)C2=CC=C(C(=N2)C(=O)O)C=2C=NN(C2C)CC2=C(C=CC=C2)F 6-[8-(1,3-benzothiazol-2-ylcarbamoyl)-3,4-dihydroisoquinolin-2(1H)-yl]-3-[1-(2-fluorobenzyl)-5-methyl-1H-pyrazol-4-yl]pyridine-2-carboxylic acid